C(C1=CC=CC=C1)SC1=CC=C(N=N1)NC(=O)C1=C(N=NC(=C1)Cl)N(S(=O)(=O)C)C N-(6-(benzylthio)pyridazin-3-yl)-6-chloro-3-(N-methylmethylsulfonamido)pyridazine-4-carboxamide